6-(2,3-Dimethylphenyl)-1,2,4-triazine-3-amine CC1=C(C=CC=C1C)C1=CN=C(N=N1)N